NC1=C(C=CC=C1)NC(C1=CC=C(C=C1)CCCN1CCC(CC1)CN[C@@H]1[C@H](C1)C1=CC(=C(C=C1)F)F)=O N-(2-aminophenyl)-4-(3-(4-((((1S,2R)-2-(3,4-difluorophenyl)cyclopropyl)amino)methyl)piperidin-1-yl)propyl)benzamide